FC=1C=C(C=CC1F)C=1N=C(C2=C(N1)CN(CC2)C(C=C)=O)C2=NN(C=C2)C 1-(2-(3,4-difluorophenyl)-4-(1-methyl-1H-pyrazol-3-yl)-5,8-dihydropyrido[3,4-d]pyrimidin-7(6H)-yl)prop-2-en-1-one